2,4,12-trimethyl-1,7,9,15-tetraoxa-4,12-diaza-8-stannaspiro[7.7]pentadecane CC1O[Sn]2(OCCN(C1)C)OCCN(CCO2)C